SCCN Mercaptoethylamine